NC=1C(=C(C#N)C=CC1)F 3-amino-2-fluoro-benzonitrile